COC(C1=CC=C(C(=C1)F)Cl)=O 4-chloro-5-fluoro-benzoic acid methyl ester